2,2-difluoro-2-(naphthalen-1-yl)acetic acid FC(C(=O)O)(C1=CC=CC2=CC=CC=C12)F